3-(2-acetoxy-4,6-dimethylphenyl)-3-methylbutanethioic S-acid C(C)(=O)OC1=C(C(=CC(=C1)C)C)C(CC(S)=O)(C)C